C(C)(C)(C)OC(N[C@@H]1C2=CC=CC=C2CC12CCN(CC2)C2=NC=C(N=C2C#N)Br)=O N-[(3S)-1'-(5-bromo-3-cyanopyrazin-2-yl)-1,3-dihydrospiro[inden-2,4'-piperidin]-3-yl]carbamic acid tert-butyl ester